(R)-1-(4-chloro-3-(pyridin-2-yloxy)phenyl)-N-((1R,2R)-1-(8-fluoro-2,3-dihydrobenzo[b][1,4]dioxin-6-yl)-1-hydroxy-3-(pyrrolidin-1-yl)propan-2-yl)pyrrolidine-3-carboxamide ClC1=C(C=C(C=C1)N1C[C@@H](CC1)C(=O)N[C@@H]([C@H](O)C1=CC2=C(OCCO2)C(=C1)F)CN1CCCC1)OC1=NC=CC=C1